C(#C)[C@H]1[C@H](CN(CC1)C(=O)OC(C)(C)C)F tert-butyl (3R,4S)-4-ethynyl-3-fluoropiperidine-1-carboxylate